COCOC=1C=C(C(=O)OC)C=C(C1C(C)C)OCOC methyl 3,5-bis[(methoxymethyl) oxy]-4-isopropylbenzoate